N-(3-methoxyphenyl)-2-oxo-benzimidazole-5-sulfonamide COC=1C=C(C=CC1)NS(=O)(=O)C1=CC=2C(=NC(N2)=O)C=C1